ClC=1C=NC(=NC1)CC1=CC(=NN1)C(F)(F)F 5-chloro-2-[[3-(trifluoromethyl)-1H-pyrazol-5-yl]methyl]pyrimidine